exo-N-[(1R)-1-(6-ethoxypyridin-3-yl)-2,2,2-trifluoroethyl]-6-fluoro-1,1a,2,7b-tetrahydrocyclopropa[c][1]benzopyran-1-carboxamide C(C)OC1=CC=C(C=N1)[C@H](C(F)(F)F)NC(=O)C1C2COC3=C(C21)C=C(C=C3)F